O=C1NCC2=NC=C(C=C21)C(CC(=O)OCC)C Ethyl 3-(5-oxo-6,7-dihydro-5H-pyrrolo[3,4-b]pyridin-3-yl)butanoate